COC1=C(C(=CC=C1)OC)C=1C(=C(C(=NC1COCC)O)C(=O)N1CC(CC1)C1=CC(=CC=C1)F)O 5-(2,6-dimethoxyphenyl)-6-(ethoxymethyl)-3-[3-(3-fluorophenyl)pyrrolidine-1-carbonyl]pyridine-2,4-diol